2,6-difluoro-N-(2-(trifluoromethyl)-1H-benzo[d]imidazol-5-yl)benzamide ethyl-3-(4-(4'-fluorobiphenyl-4-yl)-5-(trifluoromethyl)thiazol-2-yl)propanoate C(C)OC(CCC=1SC(=C(N1)C1=CC=C(C=C1)C1=CC=C(C=C1)F)C(F)(F)F)=O.FC1=C(C(=O)NC2=CC3=C(NC(=N3)C(F)(F)F)C=C2)C(=CC=C1)F